C1(CC1)C(N1CC2=CC=CC(=C2C1=O)NC(=O)C1=C2C(=NC=C1C)OCO2)C2CC2 N-(2-(dicyclopropylmethyl)-3-oxoisoindolin-4-yl)-6-methyl-[1,3]dioxolo[4,5-b]pyridine-7-carboxamide